ClC1=CC=C(C=C1)C1=C(CCC(C1)(C)C)CN1C2CN(C(C1)CC2)CC=2C(=C1CN(C(C1=CC2)=O)C2CNCCC2)F 3-(5-((5-((4'-chloro-5,5-dimethyl-3,4,5,6-tetrahydro-[1,1'-biphenyl]-2-yl)methyl)-2,5-diazabicyclo[2.2.2]octane-2-yl)methyl)-4-fluoro-1-oxoisoindolin-2-yl)piperidine